[Si](C)(C)(C(C)(C)C)OCC1=CC=C(C=C1)N1C(=NC=2C1=NC(=CC2)C2=NC=C(C=C2)OC(F)F)C=2C(=NC=CC2)N 3-(3-(4-(((tert-Butyldimethylsilyl)oxy)methyl)phenyl)-5-(5-(difluoromethoxy)pyridin-2-yl)-3H-imidazo[4,5-b]pyridin-2-yl)pyridin-2-amine